2-amino-3-[1,1':4',1''-terphenyl-4-yl]propionic acid NC(C(=O)O)CC1=CC=C(C=C1)C1=CC=C(C=C1)C1=CC=CC=C1